(R)-5-((1-(2-methyl-3-(trifluoromethyl)phenyl)ethyl)amino)imidazo[1,2-a]quinazolin-7-ol CC1=C(C=CC=C1C(F)(F)F)[C@@H](C)NC1=NC=2N(C3=CC=C(C=C13)O)C=CN2